[N+](=O)([O-])C1=CC=C(C=C1)C=1N=C(SC1)NC(=N)N (4-(4-nitrophenyl)-1,3-thiazol-2-yl)guanidine